2-({5-chloro-1H-imidazo[4,5-b]pyridin-2-yl}methyl)-8-(2-chloro-4-methoxyphenyl)-1,2,3,4-tetrahydroisoquinoline ClC1=CC=C2C(=N1)N=C(N2)CN2CC1=C(C=CC=C1CC2)C2=C(C=C(C=C2)OC)Cl